6-((2-((1H-pyrazol-3-yl)methyl)-4-methyl-5-oxo-4H-thiazolo[5',4':4,5]pyrrolo[2,3-d]pyridazin-6(5H)-yl)methyl)picolinonitrile N1N=C(C=C1)CC=1SC2=C(N(C=3C(N(N=CC32)CC3=CC=CC(=N3)C#N)=O)C)N1